4,7,10-trioxa-tridecane-1,13-diamine C(CCOCCOCCOCCCN)N